Cl.Cl.C(CCCCCCCCCCCCC)(=O)OC[C@H](COP(=O)(O)OCC(COC([C@@H](N)C(C)C)=O)OC([C@@H](N)C(C)C)=O)OC(CCCCCCCCCCCCC)=O (2R)-3-(((2,3-bis((L-valyl)oxy)propoxy)(hydroxy)phosphoryl)oxy)propane-1,2-diyl ditetradecanoate dihydrochloride